6-(imidazo[1,2-a]pyridine-3-carbonyl)-N-(3-(pyrrolidin-3-yloxy)-5-(trifluoromethyl)phenyl)-4,5,6,7-tetrahydrothieno[2,3-c]pyridine-3-carboxamide N=1C=C(N2C1C=CC=C2)C(=O)N2CC1=C(CC2)C(=CS1)C(=O)NC1=CC(=CC(=C1)C(F)(F)F)OC1CNCC1